P(=O)(O)(O)O[C@H]1[C@H]([C@@H](O[C@@H]1CO)N1C(=O)NC(=O)C=C1)OC 2'-O-methyluridine-3'-phosphate